tert-butyl 2-acetyl-6-oxo-2,7-diazaspiro[3.5]nonane-7-carboxylate C(C)(=O)N1CC2(C1)CC(N(CC2)C(=O)OC(C)(C)C)=O